O[C@H](C(C)=O)CO (3S)-3,4-dihydroxybutanone